[Ge].CC1=C(N)C=C(C=C1)OC(C)C1=CC=CC=C1 2-methyl-5-(1-phenylethoxy)aniline germanium